[Zr].C(C1=CC=CC=C1)N(O)CC1=CC=CC=C1 Dibenzyl-hydroxylamine zirconium